1-(cyclohexylmethyl)-N-[4-(piperazin-1-yl)-6-(pyrrolidin-1-yl)pyrimidin-2-yl]-1H-pyrazolo[4,3-c]pyridin-6-amine C1(CCCCC1)CN1N=CC=2C=NC(=CC21)NC2=NC(=CC(=N2)N2CCNCC2)N2CCCC2